(R)-1-((3S,4S)-4-(3-(benzyloxy)-4-methoxyphenyl)-3-methylpyrrolidin-3-yl)ethan-1-ol C(C1=CC=CC=C1)OC=1C=C(C=CC1OC)[C@H]1[C@](CNC1)(C)[C@@H](C)O